2-((2,3-dihydrofuro[3,2-b]pyridin-5-yl)methyl)-6-(1H-pyrazole-4-sulfonimidoyl)phthalazin-1(2H)-one O1CCC2=NC(=CC=C21)CN2C(C1=CC=C(C=C1C=N2)S(=O)(=N)C=2C=NNC2)=O